N1=C(CC(C=C1)(C(=O)O)C(=O)O)C1=NC=CC=C1 2,2'-bipyridyl-4,4-dicarboxylic acid